ClC1=C(C=CC(=C1)NC(=O)C=1[C@H]2CC[C@@H](C1C1=NC(=CC=C1)C(F)(F)F)O2)C2=CC=CC=C2 (1R,4S)-N-(2-chloro-[1,1'-biphenyl]-4-yl)-3-(6-(trifluoromethyl)pyridin-2-yl)-7-oxabicyclo[2.2.1]hept-2-ene-2-carboxamide